S(=S)(O)O.CC(CCC(C)(C)C)(C)C 2,2-dimethylpropyl-2,2-dimethylpropane thiosulfite